FC(C1=C(C=NC=C1)C=1N=C2CCCC=3C2=C(N1)NN3)(F)F 4-(4-(Trifluoromethyl)pyridin-3-yl)-2,6,7,8-tetrahydropyrazolo[3,4,5-de]quinazoline